calcium monoborate B([O-])([O-])O.[Ca+2]